5-(benzyloxy)thiazole-4-carboxylic acid C(C1=CC=CC=C1)OC1=C(N=CS1)C(=O)O